ClC1=CC2=C(NC(=N2)CC2CCC(CC2)C2=CC(=NC=C2)C(F)(F)F)C=C1 5-chloro-2-((4-(2-(trifluoromethyl)pyridin-4-yl)cyclohexyl)methyl)-1H-benzo[d]imidazole